COC1=C(CNC2=NC=NC3=C(C(=C(C=C23)C)C)C2=C(C(=CC=C2C)OC)C)C=CC(=C1)OC N-(2,4-dimethoxybenzyl)-8-(3-methoxy-2,6-dimethylphenyl)-6,7-dimethylquinazolin-4-amine